C12(CCC(C1)C2)NC[C@@H](C2CCCC2)NS(=O)(=O)C2=C(C=C(C(=C2)OC)Br)Br (R)-N-(2-(bicyclo[2.1.1]hexan-1-ylamino)-1-cyclopentylethyl)-2,4-dibromo-5-methoxybenzenesulfonamide